triisopropyl(((2R,3R,4R,5R)-3,4,5-tris((9-(benzyloxy)nonyl)oxy)tetrahydrofuran-2-yl)methoxy)silane C(C)(C)[Si](OC[C@H]1O[C@H]([C@@H]([C@@H]1OCCCCCCCCCOCC1=CC=CC=C1)OCCCCCCCCCOCC1=CC=CC=C1)OCCCCCCCCCOCC1=CC=CC=C1)(C(C)C)C(C)C